2-(prop-2-yn-1-yl)cyclohexan-1-amine hydrochloride Cl.C(C#C)C1C(CCCC1)N